The molecule is an anthraquinone that is anthracene-9,10-dione substituted by hydroxy groups at positions 4 and 6, a methyl group at position 2 and a 3-acetyl-2,6-dihydroxy-4-methoxyphenyl group at position 1. It exhibits antioxidant, cytotoxic and antiplasmodial activities. It has a role as a metabolite, an antiplasmodial drug, a leukotriene antagonist, an antioxidant and an antineoplastic agent. It is a polyphenol, a methyl ketone, a member of methoxybenzenes, an aromatic ketone, a member of resorcinols and a dihydroxyanthraquinone. CC1=CC(=C2C(=C1C3=C(C(=C(C=C3O)OC)C(=O)C)O)C(=O)C4=C(C2=O)C(=CC=C4)O)O